FC=1C(=NC(=NC1)N[C@H]1[C@@H](COCC1)O)C=1C=C2C(=C(C(=NC2=CC1)C)C(=O)OCC)C(C)C ethyl 6-(5-fluoro-2-(((3S,4R)-3-hydroxy tetrahydro-2H-pyran-4-yl)amino)pyrimidin-4-yl)-4-isopropyl-2-methylquinoline-3-carboxylate